7-benzyl-3-cyclohexylmethyl-2,3,6,7,8,9-hexahydroimidazo[1,2-a]pyrido[3,4-e]pyrimidin-5(1H)-one C(C1=CC=CC=C1)N1CC=2C(N=C3N(C2CC1)CCN3CC3CCCCC3)=O